Tert-butyl (1-methyl-4-oxo-4,5-dihydro-1H-pyrrolo[3,2-c]pyridin-3-yl)carbamate CN1C=C(C=2C(NC=CC21)=O)NC(OC(C)(C)C)=O